(S)-4-(5-(3,5-dimethylisoxazol-4-yl)-1-((trans)-4-deuteromethoxycyclohexyl)-1H-benzo[d]imidazol-2-yl)-3-(3-chlorophenyl)-1,3-oxazinane-2-one CC1=NOC(=C1C1=CC2=C(N(C(=N2)[C@H]2N(C(OCC2)=O)C2=CC(=CC=C2)Cl)[C@@H]2CC[C@H](CC2)OC[2H])C=C1)C